1-(4-Chloro-3-methoxypyridin-2-yl)piperazine ClC1=C(C(=NC=C1)N1CCNCC1)OC